C[C@H]1[C@H]([C@H]([C@H]([C@@H](O1)O[C@H]2[C@@H]([C@H](O[C@H]([C@@H]2O)OCCCCCN)CO)O)OC)O[C@H]3[C@@H]([C@H]([C@@H]([C@H](O3)CO)O)O)O)OC(=O)C The molecule is a trisaccharide derivative consisting of a beta-D-glucosyl residue glycosidically linked to a 5-aminopentyl group and which carries at O-3 a beta-D-glucosyl-(1->3)-4-O-acetyl-6-deoxy-2-O-methyl-alpha-L-talosyl disaccharide unit. It is a trisaccharide derivative and a glycoside.